2-{3-amino-5-[4-(trifluoromethoxy)benzene-1-sulfonyl]pyridin-2-yl}-1,3-thiazole-5-carbaldehyde NC=1C(=NC=C(C1)S(=O)(=O)C1=CC=C(C=C1)OC(F)(F)F)C=1SC(=CN1)C=O